1-{[(2S,3S,4S)-3-(fluoromethyl)-4-methyl-5-oxopyrrolidin-2-yl]methoxy}-7-methoxyisoquinoline-6-carboxamide FC[C@@H]1[C@H](NC([C@H]1C)=O)COC1=NC=CC2=CC(=C(C=C12)OC)C(=O)N